NC1=C2N=CN(C2=NC=N1)[C@@H]1O[C@@H]([C@@H]2[C@H]1OC(O2)(C)C)COC2=NC=CC(=C2)/C=C/C(=O)C2=C(C(=O)OC)C=CC=C2 Methyl 2-((E)-3-(2-(((3aR,4R,6R,6aR)-6-(6-amino-9H-purin-9-yl)-2,2-dimethyltetrahydrofuro[3,4-d][1,3]dioxol-4-yl)methoxy)pyridin-4-yl)acryloyl)benzoate